C(C)C=1NC(=CN1)C1=CC=2C(N(C=C(C2O1)C1=C(C=CC(=C1)C(C)(C)O)OC1=C(C=C(C=C1C)F)C)C)=O 2-(2-ethyl-1H-Imidazol-5-yl)-7-(2-(4-fluoro-2,6-dimethylphenoxy)-5-(2-hydroxypropan-2-yl)phenyl)-5-methyl-Furo[3,2-c]pyridin-4(5H)-one